2-{2-(2-methoxyethoxy)ethoxy}ethanol Lithium Chlorid [Cl-].[Li+].COCCOCCOCCO